O1C(CCCC1)OCCO[C@H]1[C@H](CCC1)OCCOC1OCCCC1 (1r,2s)-1,2-bis(2-((tetrahydro-2H-pyran-2-yl)oxy)ethoxy)cyclopentane